C(C)(C)(C)OC(=O)N1C[C@@H](CC1)NC1CCC1 (R)-3-(Cyclobutylamino)pyrrolidine-1-carboxylic acid tert-butyl ester